C(C)(C)(C)OC(=O)C1=CC=C(O)C=C1 tertbutyl-paraben